N-(acetylaminocaproyl)-4-hydroxyprolinol C(C)(=O)NCCCCCC(=O)N1[C@@H](CC(C1)O)CO